4,5-dichloro-N-(3-cyano-4-fluorophenyl)-2-fluorobenzamide ClC1=CC(=C(C(=O)NC2=CC(=C(C=C2)F)C#N)C=C1Cl)F